ClC=1C=C(C=CC1)N1C(N(C2=CC=C(C(=C2C1=O)C)C(=O)C=1C(=NN(C1O)C)C)C)=O 3-(3-chlorophenyl)-6-(5-hydroxy-1,3-dimethyl-pyrazole-4-carbonyl)-1,5-dimethyl-quinazoline-2,4-dione